(R)-2-(2-(5-chloro-2-((tetrahydro-2H-pyran-4-yl)amino)pyrimidin-4-yl)-4-oxo-6,7-dihydrothieno[3,2-c]pyridin-5(4H)-yl)-N-((S)-2-hydroxy-1-(m-tolyl)ethyl)propanamide ClC=1C(=NC(=NC1)NC1CCOCC1)C1=CC=2C(N(CCC2S1)[C@@H](C(=O)N[C@H](CO)C=1C=C(C=CC1)C)C)=O